3-[3-methoxy-4-(1H-pyrrolo[2,3-b]pyridin-4-yloxy)phenyl]-1-[3-(trifluoromethyl)phenyl]-2,4-imidazolidinedione COC=1C=C(C=CC1OC1=C2C(=NC=C1)NC=C2)N2C(N(CC2=O)C2=CC(=CC=C2)C(F)(F)F)=O